[N+](=O)([O-])C1=C(C(=O)NC2=C(C(=O)NCCN3CCOCC3)C=CC=C2)C=CC=C1 2-[(2-Nitrobenzoyl)amino]-N-(2-morpholin-4-ylethyl)benzamid